[(3R)-3-piperidyl] 6-[5-(6-methyl-2-pyridyl)-1H-pyrazol-4-yl]quinoline-3-carboxylate CC1=CC=CC(=N1)C1=C(C=NN1)C=1C=C2C=C(C=NC2=CC1)C(=O)O[C@H]1CNCCC1